1-(4-amino-5-((2-cyclopropyl-4,6-difluorobenzo[d]thiazol-5-yl)ethynyl)-8-ethyl-8,9-dihydropyrazino[1',2':1,5]pyrrolo[2,3-d]pyrimidin-7(6H)-yl)prop-2-en-1-one NC=1C2=C(N=CN1)N1C(=C2C#CC=2C(=CC3=C(N=C(S3)C3CC3)C2F)F)CN(C(C1)CC)C(C=C)=O